pentenyl (3-methylbutenyl) ether CC(C=COC=CCCC)C